3-((2S)-3-(8-(3-(1,3-dimethyl-2,4-dioxo-1,2,3,4-tetrahydropyrimidin-5-yl)phenylsulfonyl)-1-oxa-8-azaspiro[4.5]decan-3-ylamino)-2-hydroxypropoxy)-N-methylbenzenesulfonamide CN1C(N(C(C(=C1)C=1C=C(C=CC1)S(=O)(=O)N1CCC2(CC(CO2)NC[C@@H](COC=2C=C(C=CC2)S(=O)(=O)NC)O)CC1)=O)C)=O